COC=1C=C(C=CC1NCC#CC=1N(C2=CC=CC(=C2C1)NC1CCC(CC1)N(C)C)CC(F)(F)F)S(=O)(=O)NC1CCOCC1 3-methoxy-N-(oxan-4-yl)-4-{[3-(4-{[(1S,4S)-4-(dimethylamino)cyclohexyl]amino}-1-(2,2,2-trifluoroethyl)-1H-indol-2-yl)prop-2-yn-1-yl]amino}benzene-1-sulfonamide